1,2-bis(dichlorophosphinyl)benzene ClP(=O)(C1=C(C=CC=C1)P(=O)(Cl)Cl)Cl